OC1=C(C2=CC=CC=C2C=C1)CC1=C(C(=CC2=CC=CC=C12)C)O ((2-Hydroxynaphthalen-1-yl)methyl)-3-methylnaphthalene-2-ol